C1(CC1)(C1CC1)C(=O)N1CCC(CC1)(O)CN1C=NC2=C(C1=O)C=C(N2C2=CC=C(C=C2)[C@H]2NCCOC2)Cl (R)-3-((1-([1,1'-Bi(cyclopropane)]-1-carbonyl)-4-hydroxypiperidin-4-yl)methyl)-6-chloro-7-(4-(morpholin-3-yl)phenyl)-3,7-dihydro-4H-pyrrolo[2,3-d]pyrimidin-4-one